C(C1=CC=CC=C1)C(C(N)(CC1=CC=CC=C1)CC1=CC=CC=C1)(N)CC1=CC=CC=C1 Tetra-benzylethane-1,2-diamine